(5-chloro-6-(trifluoromethyl)pyridin-2-yl)(4-chlorophenyl)(4-(methylsulfonyl)-1-((2-(tri-methylsilyl)ethoxy)methyl)-1H-imidazol-2-yl)methanol ClC=1C=CC(=NC1C(F)(F)F)C(O)(C=1N(C=C(N1)S(=O)(=O)C)COCC[Si](C)(C)C)C1=CC=C(C=C1)Cl